C(C)NC(CCC\C=C/C=O)=O (2Z)-7-(ethylamino)-7-oxo-2-hepten-1-one